tert-butyl (2-bromo-5-(2-(dimethylamino)ethoxy)pyridin-4-yl)carbamate BrC1=NC=C(C(=C1)NC(OC(C)(C)C)=O)OCCN(C)C